3-[(1S)-1-aminoethyl]benzene-1-sulfonamide hydrochloride Cl.N[C@@H](C)C=1C=C(C=CC1)S(=O)(=O)N